1-ethyl-3-(methyl{4-[2-(morpholin-4-yl)-8-(1H-pyrazol-5-yl)-1,7-naphthyridin-4-yl]phenyl}oxido-λ6-sulfanylidene)urea C(C)NC(=O)N=S(=O)(C1=CC=C(C=C1)C1=CC(=NC2=C(N=CC=C12)C1=CC=NN1)N1CCOCC1)C